ClC1=CN(C2=NC=CC(=C21)OC2=C(C=C(C=C2F)NC=2OC[C@@](CN2)(C)COC)F)COCC[Si](C)(C)C |r| (+/-)-N-{4-[(3-chloro-1-{[2-(trimethylsilyl)ethoxy]methyl}-1H-pyrrolo[2,3-b]pyridin-4-yl)oxy]-3,5-difluorophenyl}-5-(methoxymethyl)-5-methyl-5,6-dihydro-4H-1,3-oxazin-2-amine